3,5-diamino-toluene NC=1C=C(C)C=C(C1)N